(6-Ethyl-2,6-diazaspiro[3.3]hept-2-yl)-N-(5-fluoro-4-(3-isopropyl-2,6-dimethyl-3H-thieno[2,3-d]imidazol-5-yl)pyrimidin-2-yl)pyridazin-3-amine C(C)N1CC2(CN(C2)C2=C(N=NC=C2)NC2=NC=C(C(=N2)C2=C(C3=C(N(C(=N3)C)C(C)C)S2)C)F)C1